(S)-2-acetyl-6-(4-chlorobenzyl)-9-(5-methoxypyridin-2-yl)-2,6,9-triazaspiro[4.5]decane-7,10-dione C(C)(=O)N1C[C@]2(CC1)N(C(CN(C2=O)C2=NC=C(C=C2)OC)=O)CC2=CC=C(C=C2)Cl